FCCN(C1CCC(CC1)NC(OCC1=CC=CC=C1)=O)C benzyl ((1r,4r)-4-((2-fluoroethyl)(methyl)amino)cyclohexyl)carbamate